C(#N)[C@H](CC1=CC=C(C=C1)C1=CC=C(C=C1)C(F)(F)F)N1CCOCCC1 (2S)-N-{(1S)-1-Cyano-2-[4'-(trifluoromethyl)biphenyl-4-yl]ethyl}-1,4-oxazepane